C(C)(C)(C)O[C@H](C(=O)OCC)C1=C(C2=C(N=C(S2)C2=NC=3N(C=C2)N=CC3)C=C1C)C1=CC=C(C=C1)Cl ethyl (S)-2-(tert-butoxy)-2-(7-(4-chlorophenyl)-5-methyl-2-(pyrazolo[1,5-a]pyrimidin-5-yl)benzo[d]thiazol-6-yl)acetate